Benzyl 4-(2-aminoethoxymethyl)piperidine-1-carboxylate NCCOCC1CCN(CC1)C(=O)OCC1=CC=CC=C1